9,9-bis(4'-(2''-chloroethoxy)phenyl)fluorene ClCCOC1=CC=C(C=C1)C1(C2=CC=CC=C2C=2C=CC=CC12)C1=CC=C(C=C1)OCCCl